hydroxyethylidenedi(phosphonic acid) monosodium salt [Na+].OCC(P(O)(O)=O)P([O-])(O)=O